2-(((1r,4r)-4-aminocyclohexyl)methoxy)propan-2-ol NC1CCC(CC1)COC(C)(C)O